6-iodo-3-((8-methoxy-2-(6-methoxypyridin-3-yl)-3-methyl-2,3-dihydrobenzo[b][1,4]dioxin-6-yl)methyl)-3H-imidazo[4,5-b]pyridine IC=1C=C2C(=NC1)N(C=N2)CC2=CC1=C(OC(C(O1)C)C=1C=NC(=CC1)OC)C(=C2)OC